3-((6-bromo-2-(2,5-dimethyl-1-(4-(morpholine-4-carbonyl)phenyl)-1H-pyrrol-3-yl)-3H-imidazo[4,5-b]pyridin-7-yl)amino)benzenesulfonamide BrC=1C(=C2C(=NC1)NC(=N2)C2=C(N(C(=C2)C)C2=CC=C(C=C2)C(=O)N2CCOCC2)C)NC=2C=C(C=CC2)S(=O)(=O)N